ClC=1C=C(C(=O)N[C@@H]2CCC3=CC(=CC=C23)C2=NOC(=N2)CC)C=CN1 (R)-2-chloro-N-(5-(5-ethyl-1,2,4-oxadiazol-3-yl)-2,3-dihydro-1H-inden-1-yl)isonicotinamide